NC([C@H](C[C@H]1C(NCC1)=O)NC(=O)[C@@H]1[C@H]2C([C@H]2CN1C([C@@H](NC(C(F)(F)Br)=O)[C@H](OC(C)(C)C)C)=O)(C)C)=O (1R,2S,5S)-N-((S)-1-amino-1-oxo-3-((S)-2-oxopyrrolidin-3-yl)propan-2-yl)-3-(N-(2-bromo-2,2-difluoroacetyl)-O-tert-butyl-L-threonyl)-6,6-dimethyl-3-azabicyclo[3.1.0]hexane-2-carboxamide